C1(=CC(=CC=C1)SCCCCCCCC(=O)[NH-])C N-m-tolylthiooctanoyl-amide